C(CCCCC)N1C=NC=C1 1-normal hexylimidazole